FC1=C(C=CC=C1C[C@@H]1N(CC([C@@H]1NS(=O)(=O)C)(F)F)C(=O)N(C)C)C1=CC(=CC=C1)F (2S,3R)-2-[(2,3'-difluoro[1,1'-biphenyl]-3-yl)methyl]-4,4-difluoro-3-[(methane-sulfonyl)amino]-N,N-dimethylpyrrolidine-1-carboxamide